N1(CCC1)C(=O)C=1C=C(C=NC1)C(CC(=O)O)N1N=CC2=CC(=CC=C12)OCCC1=NC=2NCCCC2C=C1 3-(5-(azetidine-1-carbonyl)pyridin-3-yl)-3-(5-(2-(5,6,7,8-tetrahydro-1,8-naphthyridin-2-yl)ethoxy)-1H-indazol-1-yl)propionic acid